6-methyl-5-[4-[3-(4-pyridyl)-1H-pyrazol-4-yl]phenyl]pyridine-3-carbonitrile CC1=C(C=C(C=N1)C#N)C1=CC=C(C=C1)C=1C(=NNC1)C1=CC=NC=C1